FC(C1=NN(C(=C1)C(F)(F)F)C1=CC=C(C(=N1)C(=O)NC1=CC=CC=C1)Cl)(F)F 6-(3,5-bis(trifluoromethyl)-1H-pyrazol-1-yl)-3-chloro-N-phenylpicolinamide